[Na+].NC1=C(C=C(C=2C(C3=CC=CC=C3C(C12)=O)=O)Br)S(=O)(=O)[O-] 1-amino-4-bromoanthraquinone-2-sulfonate sodium